phosphate monocholine OCC[N+](C)(C)C.P(=O)([O-])(O)O